1-ethyl-4-vinylpyridinium bromide [Br-].C(C)[N+]1=CC=C(C=C1)C=C